OCN(CC(=O)O)C hydroxymethyl(methylglycine)